(+)-[3-(9H-carbazol-4-yloxy)-2-hydroxypropyl][2-(2-methoxyphenoxy)ethyl]amine C1=CC=C(C=2C3=CC=CC=C3NC12)OCC(CNCCOC1=C(C=CC=C1)OC)O